3-propyl-2,3,4,9-tetrahydrocarbazole C(CC)C1CCC=2NC3=CC=CC=C3C2C1